((2R,3R)-3-(benzoyloxy)-4,4-difluoro-5-oxotetrahydrofuran-2-yl)methyl benzoate C(C1=CC=CC=C1)(=O)OC[C@H]1OC(C([C@@H]1OC(C1=CC=CC=C1)=O)(F)F)=O